C[C@H]1N(CC[C@H](C1)C1=C(C(=NO1)C)NC(=O)O[C@H](C)C1=CC=CC=C1)C1=CC=C(C=C1)C1(CC1)C(=O)O 1-(4-((2R,4R)-2-methyl-4-(3-methyl-4-((((R)-1-phenylethoxy)carbonyl)amino)isoxazol-5-yl)piperidin-1-yl)phenyl)cyclopropane-1-carboxylic acid